[2-[6-[4-(2-Tert-Butoxycarbonyl-2,6-diazaspiro[3.3]heptan-6-yl)phenyl]-4-fluoro-1-oxo-isoindolin-2-yl]-2-(6,7-dihydro-5H-pyrrolo[1,2-c]imidazol-1-yl)acetyl]lithium C(C)(C)(C)OC(=O)N1CC2(C1)CN(C2)C2=CC=C(C=C2)C2=CC(=C1CN(C(C1=C2)=O)C(C(=O)[Li])C2=C1N(C=N2)CCC1)F